FC(C(=O)O)(F)F.N1CC(C1)CCN1C=CC2=CC(=CC(=C12)C1=C2C(=NC=C1)C=C(S2)CN2C(C1C(C1C2=O)(C)C)=O)Cl 3-((7-(1-(2-(azetidin-3-yl)ethyl)-5-chloro-1H-indol-7-yl)thieno[3,2-b]pyridin-2-yl)methyl)-6,6-dimethyl-3-azabicyclo[3.1.0]hexane-2,4-dione trifluoroacetate salt